E-sulfuric acid S(O)(O)(=O)=O